Ethyl 2-oxo-2-[rac-(2R,5S)-2-(1-ethylindazol-5-yl)-5-methyl-1-piperidyl]acetate Ethyl-2-chloro-2-oxo-acetate C(C)OC(C(=O)Cl)=O.O=C(C(=O)OCC)N1[C@H](CC[C@@H](C1)C)C=1C=C2C=NN(C2=CC1)CC |r|